FC=1C(=C(C=C(C1)F)[C@@H]1C2=C(NC(=C1C(=O)OC)CF)COC2=O)[C@@H](C)F |o1:24| methyl (R)-4-(3,5-difluoro-2-((R or S)-1-fluoroethyl)phenyl)-2-(fluoromethyl)-5-oxo-1,4,5,7-tetrahydrofuro[3,4-b]pyridine-3-carboxylate